C1(CC1)NC(=O)C1=CC=2N=C(N=C(C2O1)N1CCOCC1)N1N=C(C=C1)C1=CC=CC=C1 N-cyclopropyl-4-morpholino-2-(3-phenylpyrazol-1-yl)furo[3,2-d]pyrimidine-6-carboxamide